Methyl 4-[6-[(2-chloro-3-cyano-4-pyridyl)amino]-3-methyl-2-oxo-benzimidazol-1-yl]-2-methylbutanoate ClC1=NC=CC(=C1C#N)NC=1C=CC2=C(N(C(N2C)=O)CCC(C(=O)OC)C)C1